3-bromo-4,5-dimethoxybenzoic acid methyl ester COC(C1=CC(=C(C(=C1)OC)OC)Br)=O